(S)-1-(cyclopropylmethyl)-3-(4-(2,4-difluorophenoxy)-3-(6-methyl-7-oxo-1-tosyl-6,7-dihydro-1H-pyrrolo[2,3-c]pyridin-4-yl)phenyl)-5-methylimidazole-2,4-dione C1(CC1)CN1C(N(C([C@@H]1C)=O)C1=CC(=C(C=C1)OC1=C(C=C(C=C1)F)F)C=1C2=C(C(N(C1)C)=O)N(C=C2)S(=O)(=O)C2=CC=C(C)C=C2)=O